C(C)(C)(C)OC(C)(C)C ditertiary butyl ether